FC(CO[C@H]1CC[C@H]([C@@H](C1)C1=CC=C(C(=O)O)C=C1)CC1=C2C=CNC2=C(C=C1C)C)F 4-((1R,2S,5S)-5-(2,2-difluoroethoxy)-2-((5,7-dimethyl-1H-indol-4-yl)methyl)cyclohexyl)benzoic acid